ClC=1C(=NN(C1C=1C=NC(=CC1OC)NCC1CCC(CC1)C(F)(F)F)CC)C(=O)NCC1CCC(CC1)S(=O)(=O)C 4-chloro-1-ethyl-5-(4-methoxy-6-(((4-(trifluoromethyl)cyclohexyl)methyl)amino)pyridin-3-yl)-N-(((1r,4r)-4-(methylsulfonyl)cyclohexyl)methyl)-1H-pyrazole-3-carboxamide